Cl.NCCOCCCO 3-(2-aminoethoxy)propan-1-ol hydrochloride